3-fluoro-N-(3-fluorophenyl)-N-((5-(5-(trifluoromethyl)-1,3,4-oxadiazol-2-yl)pyridin-2-yl)methyl)azetidine-3-carboxamide Tin [Sn].FC1(CNC1)C(=O)N(CC1=NC=C(C=C1)C=1OC(=NN1)C(F)(F)F)C1=CC(=CC=C1)F